3,4,3',5'-tetrahydroxystilbene methyl-5-(N-(tert-butyl-dimethyl-silyl)sulfamoyl)thiophene-3-carboxylate COC(=O)C1=CSC(=C1)S(N[Si](C)(C)C(C)(C)C)(=O)=O.OC=1C=C(C=CC1O)C=CC1=CC(=CC(=C1)O)O